ethyl 5-bromo-1-methyl-1H-imidazole-4-carboxylate BrC1=C(N=CN1C)C(=O)OCC